(3aR,7aS)-1,3-dimethyloctahydro-2H-benzo[d]imidazol-2-one CN1C(N([C@H]2[C@@H]1CCCC2)C)=O